[N+](=O)([O-])C1=CC=C(C=C1)S(=O)(=O)O[C@@H](C(=O)NC1=CC=CC=C1)CC1=CC=CC=C1 (R)-4-(2-(((4-nitrophenyl)sulfonyl)oxy)-3-phenylpropionamido)benzene